(R)-2-[(2S,5S,8S,11S)-4,7,10-tris-((R)-1-carboxyethyl)-2,5,8,11-tetramethyl-1,4,7,10-tetraazacyclododecan-1-yl]propanoic acid C(=O)(O)[C@@H](C)N1C[C@@H](N(C[C@@H](N(C[C@@H](N(C[C@@H]1C)[C@H](C)C(=O)O)C)[C@H](C)C(=O)O)C)[C@@H](C(=O)O)C)C